C(C)(C)(C)N1N=CC(=C1)NC(=N)C1(CCNCC1)C N-(1-tert-butylpyrazol-4-yl)-4-methylpiperidin-4-carboximidamide